NCCCCNC(=O)C12NCC3C(C1N(CC2C3)CC(C)C)CC3=CC=CC=C3 N-(4-aminobutyl)-7-benzyl-1-isobutyloctahydro-3aH-3,6-methanopyrrolo[3,2-b]pyridine-3a-carboxamide